(R)-5-(7-chloro-3-cyclohexyl-2-methyl-1,1-dioxido-5-phenyl-2,3,4,5-tetrahydrobenzo[f][1,2,5]thiadiazepin-8-yl)-2-((2-methylpropyl)sulfonamido)benzoic acid ClC=1C(=CC2=C(N(C[C@H](N(S2(=O)=O)C)C2CCCCC2)C2=CC=CC=C2)C1)C=1C=CC(=C(C(=O)O)C1)NS(=O)(=O)CC(C)C